tert-butyl 2-(5-fluoro-2-(4-(piperidin-1-yl)-3-(1-(2,2,2-trifluoroethyl)-1H-pyrazolo[4,3-c]pyridine-3-carboxamido) benzamido) phenyl)acetate FC=1C=CC(=C(C1)CC(=O)OC(C)(C)C)NC(C1=CC(=C(C=C1)N1CCCCC1)NC(=O)C1=NN(C2=C1C=NC=C2)CC(F)(F)F)=O